(Z)-10-(heptadec-8-en-1-yl)-N,8,8-trimethyl-13-octyl-N-(prop-2-yn-1-yl)-7,9,11-trioxa-14,15-dithia-8-silapentacosan-1-amine C(CCCCCC\C=C/CCCCCCCC)C(O[Si](OCCCCCCN(CC#C)C)(C)C)OCC(SSCCCCCCCCCC)CCCCCCCC